3-[1-methyl-6-[(2R)-2-methylpiperazin-4-ium-1-yl]indazol-3-yl]piperidine-2,6-dione chloride [Cl-].CN1N=C(C2=CC=C(C=C12)N1[C@@H](C[NH2+]CC1)C)C1C(NC(CC1)=O)=O